CN1CCN(CC1)C1=CC(=C(C=C1)C1=C(OC(=C1)C=1C=NNC1)C(=O)N)N1CCCCC1 (4-(4-methylpiperazin-1-yl)-2-(piperidin-1-yl)phenyl)-5-(1H-pyrazol-4-yl)furan-2-carboxamide